C1(CC1)C1=C(C(=NN1C=1C(=NC(=CC1)C)C)OCC(CO)F)[N+](=O)[O-] 3-((5-cyclopropyl-1-(2,6-dimethylpyridin-3-yl)-4-nitro-1H-pyrazol-3-yl)oxy)-2-fluoropropan-1-ol